[N-](S(=O)(=O)C(F)(F)F)S(=O)(=O)C(F)(F)F.[N-](S(=O)(=O)C(F)(F)F)S(=O)(=O)C(F)(F)F.C(C)N1CN(C=C1)C 1-ethyl-3-methylimidazole bis(trifluoromethanesulfonimide)